ClC1=NC=CC2=C1N(C(=N2)C)C 4-chloro-2,3-dimethyl-3H-imidazo(4,5-C)pyridine